1-(4-(2-Chlorophenyl)-3,4-dihydroquinoxalin-1(2H)-yl)-2-(pyrrolidin-1-yl)ethan-1-one ClC1=C(C=CC=C1)N1CCN(C2=CC=CC=C12)C(CN1CCCC1)=O